1,3-bisbromomethyl-4-nitro-benzene BrCC1=CC(=C(C=C1)[N+](=O)[O-])CBr